1-(2,6-dibenzyloxy-3-pyridyl)-5-indolin-1-yl-benzo[cd]indol-2-one C(C1=CC=CC=C1)OC1=NC(=CC=C1N1C(C2=C3C(C=CC=C13)=C(C=C2)N2CCC1=CC=CC=C21)=O)OCC2=CC=CC=C2